C(C1=CC=CC=C1)OC1=C(C=C(C(=O)NC=2C=NC(=C(C2)C(F)(F)F)N2CCCC2)C=C1F)C1OCC(CO1)(C)C 4-(benzyloxy)-3-(5,5-dimethyl-1,3-dioxan-2-yl)-5-fluoro-N-(6-(pyrrolidin-1-yl)-5-(trifluoromethyl)pyridin-3-yl)benzamide